BrC1=C(C=C2C(=C(C(N3C2=C1OC[C@H]3CN(C)C)=O)C#N)N3C[C@H](N(C[C@@H]3C)C(=O)OC(C)(C)C)C)Cl (2R,5S)-tert-butyl 4-((R)-10-bromo-9-chloro-6-cyano-3-((dimethylamino)methyl)-5-oxo-3,5-dihydro-2H-[1,4]oxazino[2,3,4-ij]quinolin-7-yl)-2,5-dimethylpiperazine-1-carboxylate